BrCCCCCC(=O)O 6-bromohexanoic acid